Cl.N1(CCNCC1)C1=CC=C(C=C1)C=1C=C(C=2N(C1)N=CC2C#N)C=2C=NC(=CC2)N2CCN(CC2)CCC2=NC=CC=C2 6-(4-piperazin-1-ylphenyl)-4-[6-[4-[2-(2-pyridyl)ethyl]piperazin-1-yl]-3-pyridyl]pyrazolo[1,5-a]pyridine-3-carbonitrile hydrochloric acid salt